ClC=1C=C2C(=NC1OC)C(=C(N2)C2=NN=C(N2)C(F)(F)F)N2C=NC=C2 6-chloro-3-(1H-imidazol-1-yl)-5-methoxy-2-(5-(trifluoromethyl)-4H-1,2,4-triazol-3-yl)-1H-pyrrolo[3,2-b]pyridine